1-(tert-Butyl)-3-(4-Bromophenyl)-5-methyl-pyrazol-4-ol C(C)(C)(C)N1N=C(C(=C1C)O)C1=CC=C(C=C1)Br